3-(2,2-dimethyl-4-phenylbutyl)dihydrofuran-2(3H)-one CC(CC1C(OCC1)=O)(CCC1=CC=CC=C1)C